((2S,4R)-1-(2-(3-acetyl-5-(2-methylpyrimidin-5-yl)-1H-indazol-1-yl)acetyl)-4-fluoropyrrolidine-2-carboxamido)picolinic acid C(C)(=O)C1=NN(C2=CC=C(C=C12)C=1C=NC(=NC1)C)CC(=O)N1[C@@H](C[C@H](C1)F)C(=O)NC=1C(=NC=CC1)C(=O)O